6,7-dihydroxy-N-(prop-2-en-1-yl)-1,2,3,4-tetrahydroisoquinoline-2-carbothioamide OC=1C=C2CCN(CC2=CC1O)C(NCC=C)=S